(E)-N-(2-(6-methoxy-2-oxo-2,3-dihydro-1,3-benzooxazol-3-yl)ethyl)-3-(5-bromo-2-furanyl)acrylamide ethyl-8-((tert-butoxycarbonyl)amino)-5,6,7,8-tetrahydronaphthalene-2-carboxylate C(C)OC(=O)C1=CC=2C(CCCC2C=C1)NC(=O)OC(C)(C)C.COC1=CC2=C(N(C(O2)=O)CCNC(\C=C\C=2OC(=CC2)Br)=O)C=C1